(1-(((3aR,6aS)-Tetrahydro-1H-furo[3,4-c]pyrrol-5(3H)-yl)methyl)cyclopropyl)methanol C1OC[C@@H]2[C@H]1CN(C2)CC2(CC2)CO